(methoxyethyl)-p-phenylenediamine COCCNC1=CC=C(C=C1)N